BrC1=C(\C=N\NC(C)C)C=C(C(=C1)Br)OC1=C(C=C(C=C1)[N+](=O)[O-])F (E)-1-(2,4-dibromo-5-(2-fluoro-4-nitrophenoxy)benzylidene)-2-isopropylhydrazine